(Z)-5-(iodomethylene)-3-(4-methylbenzyl)oxazolidin-2-one 2-(morpholin-4-yl)-8-[1-(tetrahydro-2H-pyran-2-yl)-1H-pyrazol-5-yl]-1,7-naphthyridin-4-yl-triflate N1(CCOCC1)C1=NC2=C(N=CC=C2C(=C1)OS(=O)(=O)C(F)(F)F)C1=CC=NN1C1OCCCC1.I\C=C/1\CN(C(O1)=O)CC1=CC=C(C=C1)C